C(C=CCCC)(=O)C(N(C([C@@](C(C(OP(OP(OC([C@@]1([C@]([C@]([C@@](O1)(N1C(=NC=2C(N(C(C=CCCC)=O)C(C=CCCC)=O)=NC(=NC12)C(C=CCCC)=O)C(C=CCCC)=O)C(C=CCCC)=O)(O)C(C=CCCC)=O)(OP(=O)(O)O)C(C=CCCC)=O)C(C=CCCC)=O)(C(C=CCCC)=O)C(C=CCCC)=O)(=O)O)(=O)O)(C(C=CCCC)=O)C(C=CCCC)=O)(C(C(C=CCCC)=O)(C(C=CCCC)=O)C(C=CCCC)=O)C(C(C=CCCC)=O)(C(C=CCCC)=O)C(C=CCCC)=O)(O)C(C=CCCC)=O)=O)C(C=CCCC)=O)(CC(=O)NCCS)C(C=CCCC)=O Docosahexaenoyl-Coenzyme A